(3R,4R)-4-{[5-chloro-7-(3-methylbutan-2-yl)imidazo[4,3-f][1,2,4]triazin-2-yl]amino}piperidin-3-ol hydrochloride Cl.ClC=1N=C(N2N=C(N=CC21)N[C@H]2[C@@H](CNCC2)O)C(C)C(C)C